BrC=1C=CC2=C(C(=N[C@@H](C=3N2C=NC3C3=NC(=NO3)C)C)C3=C(C=CC=C3)F)C1 (R)-5-(8-Bromo-6-(2-fluorophenyl)-4-methyl-4H-benzo[f]imidazo[1,5-a][1,4]diazepin-3-yl)-3-methyl-1,2,4-oxadiazole